benzyl (S)-4-(((S)-2-(benzyloxy) propoxy) methyl)-5-oxo-oxazolidine-3-carboxylate C(C1=CC=CC=C1)O[C@H](COC[C@@H]1N(COC1=O)C(=O)OCC1=CC=CC=C1)C